OC=1C=C2CC[C@@H]([C@@H](C2=CC1)C1=CC=C(C=C1)N1CCC(CC1)CN1[C@H](CCCC1)C(=O)OC)C1=CC=CC=C1 methyl (2R)-1-((1-(4-((1R,2S)-6-hydroxy-2-phenyl-1,2,3,4-tetrahydronaphthalen-1-yl)phenyl)piperidin-4-yl)methyl)piperidine-2-carboxylate